NC1=C(C(N(C2=NC(=CC=C12)NCC(F)(F)F)C1=C(C=C(C=C1)N)C)=O)C(=O)OC Methyl 4-amino-1-(4-amino-2-methylphenyl)-7-((2,2,2-trifluoroethyl)amino)-2-oxo-1,2-dihydro-1,8-naphthyridine-3-carboxylate